(E)-N-ethyl-3-phenyl-N-(tetrahydrofuran-2-yl-methyl)prop-2-enamide C(C)N(C(\C=C\C1=CC=CC=C1)=O)CC1OCCC1